CC1(OB(OC1(C)C)CC=C)C 4,4,5,5-tetramethyl-2-(2-propen-1-yl)-1,3,2-dioxaborolane